N-[(2R,3S,6S)-6-[2-[(4-fluorophenyl)sulfonylamino]ethyl]-2-(hydroxymethyl)oxan-3-yl]oxane-4-carboxamide FC1=CC=C(C=C1)S(=O)(=O)NCC[C@@H]1CC[C@@H]([C@@H](O1)CO)NC(=O)C1CCOCC1